C1(CCCCC1)SP(C1=C(C(=CC=C1OC)OC)C1=C(C=C(C=C1C(C)C)C(C)C)C(C)C)C1CCCCC1 dicyclohexyl-{3,6-dimethoxy-2-[2,4,6-tri(prop-2-yl)phenyl]phenyl}phosphanethiol